BrC=1C=C2N(C(C=3N(C2=CC1C(F)F)C=CN3)=O)C=3C(=NC=CC3)C 7-Bromo-8-(difluoromethyl)-5-(2-methylpyridin-3-yl)imidazo[1,2-a]Quinoxaline-4(5H)-on